5,6-dibutyl-1,10-phenanthroline C(CCC)C1=C2C=CC=NC2=C2N=CC=CC2=C1CCCC